3-methyl-2,4-difluorophenylboronic acid CC=1C(=C(C=CC1F)B(O)O)F